COC(=O)C1=CN(C(=C1)COC)C 5-(methoxymethyl)-1-methyl-1H-pyrrole-3-carboxylic acid methyl ester